FC(C1=NN=C(O1)C=1C=CC(=NC1)CN1C(N(C2=C1C=C(C(=C2)C2=CC=NC=C2)F)C2CN(C2)C)=O)F 1-((5-(5-(difluoromethyl)-1,3,4-oxadiazol-2-yl)pyridin-2-yl)methyl)-6-fluoro-3-(1-methylazetidin-3-yl)-5-(pyridin-4-yl)-1,3-dihydro-2H-benzo[d]imidazol-2-one